ClC1=NC=CC(=C1F)OC1=CC=C(C=C1)N1N=CN(C1=O)CC1=C(C=CC=C1F)F 2-(4-((2-chloro-3-fluoropyridin-4-yl)oxy)phenyl)-4-(2,6-difluorobenzyl)-2,4-dihydro-3H-1,2,4-triazol-3-one